C(C)(C)N1CC(C1)S(=O)(=O)C=1C=C(C=C(C1)N1CCOCC1)C=1C=NC(=NC1)N 5-(3-((1-isopropylazetidin-3-yl)sulfonyl)-5-morpholinophenyl)pyrimidin-2-amine